FC(C)(F)C1=NC(=CC(=N1)NC1=CC(=NC=C1OC(C([2H])([2H])[2H])([2H])[2H])NC(C)=O)C N-(4-((2-(1,1-difluoroethyl)-6-methylpyrimidin-4-yl)amino)-5-(1,1,2,2,2-pentadeuterioethoxy)pyridin-2-yl)acetamide